ClC=1C(=NC(=NC1)NC1=CC=C(C=C1)CN1CCN(CC1)C)NC1=NC=CC=C1S(=O)(=O)N(C)C 2-((5-chloro-2-((4-((4-methylpiperazin-1-yl)methyl)phenyl)amino)pyrimidin-4-yl)amino)-N,N-dimethylpyridine-3-sulfonamide